2-(4-((2-((2S,5R)-2-cyano-5-ethynylpyrrolidin-1-yl)-2-oxoethyl)amino)-4-methylpiperidin-1-yl)isonicotinic acid C(#N)[C@H]1N([C@H](CC1)C#C)C(CNC1(CCN(CC1)C=1C=C(C(=O)O)C=CN1)C)=O